4-[5-[[1-[2-(aminomethyl)-3,3-difluoro-allyl]-5-oxo-1,2,4-triazol-4-yl]methyl]-2-thienyl]-N-methyl-benzamide NCC(CN1N=CN(C1=O)CC1=CC=C(S1)C1=CC=C(C(=O)NC)C=C1)=C(F)F